2-(3-chloro-6-methylpyridin-2-yl)-7-fluoro-4-isopropyl-6-(4,4,5,5-tetramethyl-1,3,2-dioxaborolan-2-yl)isoquinolin-1(2H)-one ClC=1C(=NC(=CC1)C)N1C(C2=CC(=C(C=C2C(=C1)C(C)C)B1OC(C(O1)(C)C)(C)C)F)=O